3-{4-[(5-iodo-7H-pyrrolo[2,3-d]pyrimidin-4-yl)oxy]bicyclo[2.2.1]hept-1-yl}-1-[5-(trifluoromethyl)-3-pyridinyl]-2,4-imidazolidinedione trifluoroacetate FC(C(=O)O)(F)F.IC1=CNC=2N=CN=C(C21)OC21CCC(CC2)(C1)N1C(N(CC1=O)C=1C=NC=C(C1)C(F)(F)F)=O